CC(CC=O)CCC(CCCCC)C 3,6-dimethylundecanal